C(CC)[Te](CCCCC)(CCCCC)CCC dipropyl-dipentyl-tellurium